ClC1=CC=C(C2=C1C=CO2)COC2=CC=CC(=N2)C2=CCC(CC2)CC2=NC1=C(N2C[C@H]2OCC2)C=C(C=C1)C(=O)OC methyl 2-((4-(6-((4-chlorobenzofuran-7-yl)methoxy)pyridin-2-yl)cyclohex-3-en-1-yl)methyl)-1-(((S)-oxetan-2-yl)methyl)-1H-benzo[d]imidazole-6-carboxylate